BrC1=CC=C(C=C1)C=1N=C(SC1)NC(C1=C(C=C(C=C1)F)NS(=O)(=O)C(C)C)=O N-(4-(4-bromophenyl)thiazol-2-yl)-4-fluoro-2-((1-methylethyl)sulfonamido)benzamide